BrC=1C=C(C=C2CCCN(C12)C1CN(C2(COC2)C1)S(=O)(=O)C(C)(C)C)Cl 7-(8-bromo-6-chloro-3,4-dihydroquinolin-1(2H)-yl)-5-(tert-butylsulfonyl)-2-oxa-5-azaspiro[3.4]octane